1-(4-(2-(2-(dimethylamino)ethoxy)-7-(3-hydroxynaphthalen-1-yl)-5,6,7,8-tetrahydropyrido[3,4-d]pyrimidin-4-yl)-2-(2-hydroxyethyl)piperazin-1-yl)prop-2-en-1-one CN(CCOC=1N=C(C2=C(N1)CN(CC2)C2=CC(=CC1=CC=CC=C21)O)N2CC(N(CC2)C(C=C)=O)CCO)C